tert-butyl (R)-2-(hydroxymethyl)piperidine-1-carboxylate OC[C@@H]1N(CCCC1)C(=O)OC(C)(C)C